BrC1=C(C=C2C=NNC2=C1)C(F)(F)F 6-bromo-5-(trifluoromethyl)-1H-indazole